C(CCCCC)C1=C(C=C(C(=C1)B1OC(C(O1)(C)C)(C)C)CCCCCC)B1OC(C(O1)(C)C)(C)C 2,2'-(2,5-dihexyl-1,4-phenylene)bis(4,4,5,5-tetramethyl-1,3,2-dioxaborolane)